COC1=C(C=CC=C1)NS(=O)(=O)C=1C=C(C=CC1)NC(=O)C1=NN(C(C=C1)=O)C N-(3-(N-(2-methoxyphenyl)sulfamoyl)phenyl)-1-methyl-6-oxo-1,6-dihydropyridazine-3-carboxamide